FCC1(CC1)CN1C=NC2=C1C=CC=C2 1-((1-(fluoromethyl)cyclopropyl)methyl)-1H-benzo[d]imidazole